FC1=C(C=CC=C1F)C=1C=C2C(=NN(C2=CC1)C(C1=CC=CC=C1)(C1=CC=CC=C1)C1=CC=CC=C1)NC(=O)C1CCN(CC1)C N-[5-(2,3-difluorophenyl)-1-trityl-1H-indazol-3-yl]-1-methylpiperidine-4-carboxamide